O=C1NC(CCC1N1C(C2=CC=C(C=C2C1)OCCOCCCOCCCCCOC=1C=C(C=CC1)[C@@H](C)NC(OC(C)(C)C)=O)=O)=O tert-butyl ((1R)-1-(3-((5-(3-(2-((2-(2,6-dioxopiperidin-3-yl)-1-oxoisoindolin-5-yl)oxy)ethoxy)propoxy)pentyl)oxy)phenyl)ethyl)carbamate